NC1(CCC2(OCCO2)CC1)C#N 8-amino-1,4-dioxaspiro[4.5]decane-8-Nitrile